1-ethyl-6-fluoro-4-oxo-7-piperazin-1-ylquinoline-3-carboxylic acid C(C)N1C=C(C(C2=CC(=C(C=C12)N1CCNCC1)F)=O)C(=O)O